6-cyanopyrazine C(#N)C1=CN=CC=N1